ClC=1C=C(C(=O)NC2=C3C(N(C=NC3=CC=C2)CC2=CC=C(C=C2)N2CCS(CC2)(=O)=O)=O)C=C(C1O)Cl 3,5-dichloro-N-(3-(4-(1,1-dioxidothiomorpholino)benzyl)-4-oxo-3,4-dihydroquinazolin-5-yl)-4-hydroxybenzamide